3-(chloromethyl)-5-(2-fluorophenyl)-4H-1,2,4-triazole hydrochloride Cl.ClCC1=NN=C(N1)C1=C(C=CC=C1)F